C(C=C)C1=C(C=C2C=NN(C2=C1)C(C)=O)Br 1-(6-allyl-5-bromo-1H-indazol-1-yl)ethan-1-one